rhamnosyl-(1→2) β-D-glucopyranoside O([C@H]1[C@H](O)[C@@H](O)[C@H](O)[C@H](O1)CO)C1[C@H](O)[C@H](O)[C@@H](O)[C@@H](O1)C